ClC1=C(CN2CCCC23CCN(CC3)C(=O)OC(C(F)(F)F)C(F)(F)F)C=CC=C1N1CC3(CC1)CCOCC3 1,1,1,3,3,3-hexafluoropropan-2-yl 1-(2-chloro-3-(8-oxa-2-azaspiro[4.5]decan-2-yl) benzyl)-1,8-diazaspiro[4.5]decane-8-carboxylate